CC(C)(C)OC(=O)N1C2CNCC1CC2 8-{[(2-methylpropan-2-yl)oxy]carbonyl}-3,8-diazabicyclo[3.2.1]octane